o-(6-amino-5-{1-[1-(2-vinyl-4-pyridyl)ethyl]-4-pyrazolyl}-3-pyridazinyl)phenol NC1=C(C=C(N=N1)C1=C(C=CC=C1)O)C=1C=NN(C1)C(C)C1=CC(=NC=C1)C=C